C(C1=CC=CC=C1)S(=O)(=O)N1C=NC=C1 1-Toluenesulfonyl-1H-imidazole